[K+].NCCS(=O)(=O)[O-] taurine, potassium salt